6-(4-Chloro-2-(4-methyl-4H-1,2,4-triazol-3-yl)phenyl)-2-(6-chloro-4-(((cyclopropylmethyl)amino)methyl)pyridin-2-yl)isoindolin-1-one ClC1=CC(=C(C=C1)C1=CC=C2CN(C(C2=C1)=O)C1=NC(=CC(=C1)CNCC1CC1)Cl)C1=NN=CN1C